C=C1C(N(CCC1)C(=O)OC(C)(C)C)=O tert-Butyl 3-methylene-2-oxo-piperidine-1-carboxylate